NCC=1C=C(OC2CN(CC(C2)C2=CC=CC=C2)C(=O)N2CCOCC2)C=CC1 (3-(3-(Aminomethyl)phenoxy)-5-phenyl-piperidin-1-yl)(morpholino)methanone